tert-butyl (Z)-2-((E)-2-(6-(tert-butyl)-5-fluoropyridin-3-yl)-3-cyano-4-ethoxy-4-oxobut-2-en-1-ylidene)-1,3-thiazinane-3-carboxylate C(C)(C)(C)C1=C(C=C(C=N1)\C(\C=C\1/SCCCN1C(=O)OC(C)(C)C)=C(\C(=O)OCC)/C#N)F